4-(6-chloro-5-(difluoromethoxy)pyridin-2-yl)cyclohexane-1-one ClC1=C(C=CC(=N1)C1CCC(CC1)=O)OC(F)F